FC1(CCC(CC1)N1N=CC2=C1N=C(NC2=O)SCC=2OC1=C(N2)C=CC(=C1)OC)F 1-(4,4-difluorocyclohexyl)-6-(((6-methoxybenzo[d]oxazol-2-yl)methyl)thio)-1,5-dihydro-4H-pyrazolo[3,4-d]pyrimidin-4-one